N1C(=S)NC(=O)C1 Thiohydantoin